C(C)(C)(C)OC(NC1CN(C1)CCCF)=O (1-(3-fluoropropyl)azetidin-3-yl)carbamic acid tert-butyl ester